FC1=C(C=C(C=C1)C1=NC(=NO1)CN1[C@H](C[C@H](CC1)C(=O)NC1=CC(=NC=C1)C(F)(F)F)C)C(F)(F)F cis-1-((5-(4-fluoro-3-(trifluoromethyl)phenyl)-1,2,4-oxadiazol-3-yl)methyl)-2-methyl-N-(2-(trifluoromethyl)pyridin-4-yl)piperidine-4-carboxamide